6-amino-2-(3,5-dichloro-4-((3-isopropyl-3-methyl-2-oxoindolin-5-yl)oxy)phenyl)-1,2,4-triazine-3,5(2h,4h)-dione NC=1C(NC(N(N1)C1=CC(=C(C(=C1)Cl)OC=1C=C2C(C(NC2=CC1)=O)(C)C(C)C)Cl)=O)=O